(S)-6-(4-chlorophenyl)-2-(1-phenylethyl)pyridazin-3(2H)-one ClC1=CC=C(C=C1)C=1C=CC(N(N1)[C@@H](C)C1=CC=CC=C1)=O